3-METHYL-2-OXO-2,3-DIHYDRO-1H-IMIDAZOLE-4-CARBOXYLIC ACID CN1C(NC=C1C(=O)O)=O